NC=1C=C(OC2=CC=C(C=C2)C(C(F)(F)F)(C(F)(F)F)C2=CC=C(C=C2)OC2=CC(=CC=C2)N)C=CC1 bis[4-(3-aminophenoxy)phenyl]hexafluoropropane